N,N'-di(1-naphthyl)-N,N'-diphenylbenzidine C1(=CC=CC2=CC=CC=C12)N(C1=CC=C(C=C1)C1=CC=C(N(C2=CC=CC=C2)C2=CC=CC3=CC=CC=C23)C=C1)C1=CC=CC=C1